(rac)-6-ethoxy-1-methyl-4-[4-(5-methyl-1,3-benzoxazol-2-yl)piperidin-1-yl]-2-oxo-7-[tetrahydrofuran-3-yloxy]-1,2-dihydroquinoline-3-carbonitrile C(C)OC=1C=C2C(=C(C(N(C2=CC1O[C@H]1COCC1)C)=O)C#N)N1CCC(CC1)C=1OC2=C(N1)C=C(C=C2)C |r|